C1=C(C=CC2=CC=CC=C12)C(=O)N Naphthalene-2-carboxamide